C[C@H]1C([C@H]1C)C(=O)O (2R,3S)-2,3-dimethylcyclopropane-1-carboxylic acid